(3Z)-3-((4-chlorophenyl)[4-(methylsulfonyl)phenyl]methylene)dihydro-2(3H)-furanone ClC1=CC=C(C=C1)\C(=C\1/C(OCC1)=O)\C1=CC=C(C=C1)S(=O)(=O)C